C1NCC12CCC(CC2)CN2CCN(CC2)C(=O)OCC2=CC=CC=C2 benzyl 4-((2-azaspiro[3.5]nonan-7-yl)methyl)piperazine-1-carboxylate